CC[C@H]1CC[C@H]2[C@@H]3C=CC4=CCCC[C@]4(C)[C@H]3CC[C@]12C 9α,10β-pregna-4,6-diene